N-(N-propyl)maleimide CCCN1C(=O)C=CC1=O